(S)-(1-((6-chlorobenzo[d][1,3]dioxol-4-yl)methyl)pyrrolidin-3-yl)methanamine hydrochloride Cl.ClC=1C=C(C2=C(OCO2)C1)CN1C[C@@H](CC1)CN